24-[hydroxy(2-methoxyphenyl)methyl]-5α-cholan-3β,4β-diol OC(CCC[C@@H](C)[C@H]1CC[C@H]2[C@@H]3CC[C@H]4[C@H]([C@H](CC[C@]4(C)[C@H]3CC[C@]12C)O)O)C1=C(C=CC=C1)OC